(3-(2-hydroxypropan-2-yl)pyrrolidin-3-yl)carbamic acid tert-butyl ester C(C)(C)(C)OC(NC1(CNCC1)C(C)(C)O)=O